(S)-3-chloro-5-(4-(2-methylmorpholino)phenyl)pyridin-2-amine ClC=1C(=NC=C(C1)C1=CC=C(C=C1)N1C[C@@H](OCC1)C)N